tert-butyl 4-((7-amino-6-cyano-2H-indazol-2-yl)methyl)-5-methoxy-7-methyl-1H-indole-1-carboxylate NC1=C(C=CC2=CN(N=C12)CC1=C2C=CN(C2=C(C=C1OC)C)C(=O)OC(C)(C)C)C#N